ClC=1C=C(C=CC1)NC1=NC2=CC=CC=C2N=C1NCC1=CC=C(C=C1)Cl N2-(3-chlorophenyl)-N3-(4-chlorobenzyl)quinoxaline-2,3-diamine